N-(2,4,5-trifluorophenyl)-1H-benzo[g]indole-3-sulphonamide FC1=C(C=C(C(=C1)F)F)NS(=O)(=O)C1=CNC2=C3C(=CC=C12)C=CC=C3